1-bromo-4-(2-bromoethoxy)-2-methylbenzene BrC1=C(C=C(C=C1)OCCBr)C